[phenyl(isopropylfluorophenyl)pyridine] iridium(III) [Ir+3].C1(=CC=CC=C1)C=1C(=NC=CC1)C1=C(C(=CC=C1)C(C)C)F